C(CCC)NC(C(CO)(C)C)=O N-butyl-3-hydroxy-2,2-dimethylpropionamide